The molecule is a monocarboxylic acid anion resulting from the removal of a proton from the carboxy group of (4-nitrophenyl)acetic acid; it is the major species at pH 7.3. It is a conjugate base of a (4-nitrophenyl)acetic acid. C1=CC(=CC=C1CC(=O)[O-])[N+](=O)[O-]